C(C)P(=O)(C)C1=CC2=C(N=C(N=C2N[C@H](C)C=2C(=C(C=CC2)C([C@@H](C)O)(F)F)F)C)C=N1 |o1:23| (2R*)-1-{3-[(1R)-1-({6-[ethyl(methyl)phosphoryl]-2-methylpyrido[3,4-d]pyrimidin-4-yl}amino)ethyl]-2-fluorophenyl}-1,1-difluoropropan-2-ol